5,6,7,8-tetrahydro-[1,3]dioxolo[4,5-g]isoquinoline O1COC=2C1=CC=1CCNCC1C2